NC1=C(SC=2N=C(N=CC21)C)C(=O)NC2CC=1C=CC(=NC1CC2)N2CC(C(C2)OCC2(CC2)OC)N 5-amino-N-(2-{3-amino-4-[(1-methoxycyclopropyl)methoxy]pyrrolidin-1-yl}-5,6,7,8-tetrahydroquinolin-6-yl)-2-methylthieno[2,3-d]pyrimidine-6-carboxamide